(4-bromo-2,5-dimethoxyphenethyl)carbamic acid tert-butyl ester C(C)(C)(C)OC(NCCC1=C(C=C(C(=C1)OC)Br)OC)=O